ClC1=NC(=CC(=C1)C1=C(C(=O)OC)C=C(C=C1)F)C1CC1 methyl 2-(2-chloro-6-cyclopropylpyridin-4-yl)-5-fluorobenzoate